NCC=1C=C(C=CC1)C1CCN(CC1)C(=O)C=1C=CC(=C(C(=O)NOC)C1)O 5-(4-(3-(aminomethyl)phenyl)piperidine-1-carbonyl)-2-hydroxy-N-methoxybenzamide